chloro-5-methoxynicotinaldehyde ClC1=C(C=O)C=C(C=N1)OC